1,2-diphenylethylenediamine manganese acetate C(C)(=O)[O-].[Mn+2].C1(=CC=CC=C1)C(C(N)C1=CC=CC=C1)N.C(C)(=O)[O-]